(E)-N-(3-(2-(4,4-Difluorocyclohexyl)vinyl)-1-methyl-1H-pyrrolo[2,3-b]pyridin-5-yl)-N-methylacrylamide FC1(CCC(CC1)/C=C/C1=CN(C2=NC=C(C=C21)N(C(C=C)=O)C)C)F